2-(3-bromo-5-chloro-2-fluoro-phenyl)-4,4,5,5-tetramethyl-1,3,2-dioxaborolane BrC=1C(=C(C=C(C1)Cl)B1OC(C(O1)(C)C)(C)C)F